FC1(C(=CC(N2[C@H](CCC12)C(=O)OC)=O)OS(=O)(=O)C(F)(F)F)F Methyl (3R)-8,8-difluoro-5-oxo-7-(((trifluoromethyl)sulfonyl)oxy)-1,2,3,5,8,8a-hexahydroindolizine-3-carboxylate